Ethyl 2-[[4-[(2-methoxy-1-methylethyl) amino]-6-[[[4-(methylsulfonyl) phenyl] methyl] amino]-2-pyrimidinyl] amino]-4-methyl-5-thiazolecarboxylate COCC(C)NC1=NC(=NC(=C1)NCC1=CC=C(C=C1)S(=O)(=O)C)NC=1SC(=C(N1)C)C(=O)OCC